(12AR)-9-bromo-10-fluoro-8-[(trimethylsilyl)ethynyl]-3,4,12,12a-tetrahydro-6H-pyrazino[2,1-c][1,4]benzoxazepine-2(1H)-carboxylic acid tert-butyl ester C(C)(C)(C)OC(=O)N1C[C@@H]2COC3=C(CN2CC1)C=C(C(=C3F)Br)C#C[Si](C)(C)C